2-(2,6-dioxopiperidin-3-yl)-5-((3-(trans-3-(4-phenyl-1H-pyrazol-1-yl)cyclobutyl)propyl)amino)isoindoline-1,3-dione O=C1NC(CCC1N1C(C2=CC=C(C=C2C1=O)NCCC[C@@H]1C[C@H](C1)N1N=CC(=C1)C1=CC=CC=C1)=O)=O